tert-butyl (3-cyano-1,5,5-trimethyl-4-oxocyclohex-2-en-1-yl)carbamate C(#N)C1=CC(CC(C1=O)(C)C)(C)NC(OC(C)(C)C)=O